tert-butyl 3-(4-acetoxybenzamido)-4-oxopiperidine-1-carboxylate C(C)(=O)OC1=CC=C(C(=O)NC2CN(CCC2=O)C(=O)OC(C)(C)C)C=C1